N[C@@H](C(=O)O)CC1CCCCC1 (R)-2-amino-3-cyclohexylpropionic acid